O1C(N=CC1)=O.[Na] Sodium oxazolinone